C(#N)C(CNC=1C(=CC=C2C=CC(=CC12)C1=NC(=NC=C1)C(=O)NC1CCN(CC1)C)OC)=C 4-{8-[(2-cyano-2-methylideneethyl)amino]-7-methoxynaphthalen-2-yl}-N-(1-methylpiperidin-4-yl)pyrimidine-2-carboxamide